N-[4-(4-methoxyphenyl)-5-[2-[(3-pyridylcarbonylamino)]-4-pyridyl]-1,3-thiazol-2-yl]nicotinamide COC1=CC=C(C=C1)C=1N=C(SC1C1=CC(=NC=C1)NC(=O)C=1C=NC=CC1)NC(C1=CN=CC=C1)=O